C1(=CC=CC=C1)C(=S)SC(C(=O)OCC)C ethyl 2-(phenylcarbonothioylthio)propionate